N-(butylsulfonyl)-4-[4-(piperidinyl)butoxy]-L-phenylalanine hydrochloride monohydrate O.Cl.C(CCC)S(=O)(=O)N[C@@H](CC1=CC=C(C=C1)OCCCCN1CCCCC1)C(=O)O